CC1=NOC(=N1)CCC=1C=C2C=NC=NC2=CC1 6-[2-(3-methyl-1,2,4-oxadiazol-5-yl)ethyl]quinazolin